Methyl N-(cyanomethyl)-N-(2-((S)-1-(2,3-difluorobenzyl)-5-oxopyrrolidin-2-yl)acetyl)-L-valinate C(#N)CN([C@@H](C(C)C)C(=O)OC)C(C[C@H]1N(C(CC1)=O)CC1=C(C(=CC=C1)F)F)=O